(7R)-7-[4-(2-nitrobenzene-1-sulfonyl)piperazin-1-yl]-2-{4-[3-(trifluoromethyl)phenoxy]phenyl}-4,5,6,7-tetrahydro-2H-pyrazolo[4,3-b]pyridine-3-carboxamide [N+](=O)([O-])C1=C(C=CC=C1)S(=O)(=O)N1CCN(CC1)[C@H]1C=2C(NCC1)=C(N(N2)C2=CC=C(C=C2)OC2=CC(=CC=C2)C(F)(F)F)C(=O)N